[Cl-].C(C)[N+]1=CC=C(C=C1)CC 1,4-diethylpyridinium chloride